C1(CC1)C1=C(C=CC(=C1)F)C=1CCCC2=C(C1C1=CC=C(C=C1)C=C1CN(C1)CCCF)C=CC=C2 8-(2-Cyclopropyl-4-fluorophenyl)-9-(4-((1-(3-fluoropropyl)azetidin-3-yliden)methyl)phenyl)-6,7-dihydro-5H-benzo[7]annulen